C(#N)N1C[C@]2(CC2C1)NC(=O)C=1SC(=CN1)C1=C(C=NC=C1)SC1=CC=C(C=C1)F N-((1R)-3-Cyano-3-azabicyclo[3.1.0]hexan-1-yl)-5-(3-((4-fluorophenyl)thio)pyridin-4-yl)thiazol-2-carboxamid